(1S)-1-(6-bromo-3-pyridinyl)ethylamine hydrochloride Cl.BrC1=CC=C(C=N1)[C@H](C)N